(1R,6S)-6-{[(3S)-1-(cyclopropylmethyl)pyrrolidin-3-yl]oxy}-2,2-difluorocyclohexane-1-amine C1(CC1)CN1C[C@H](CC1)O[C@H]1CCCC([C@@H]1N)(F)F